5-(2-chloro-5-(isobutyrylaminomethyl)benzoylamino)-N-(3,5-difluorophenyl)-1-isopropyl-1H-indole-2-carboxamide ClC1=C(C(=O)NC=2C=C3C=C(N(C3=CC2)C(C)C)C(=O)NC2=CC(=CC(=C2)F)F)C=C(C=C1)CNC(C(C)C)=O